C(CCC)C1OC(OCC1)=O 4-Butyl-1,3-dioxan-2-one